(2R,3S)-2-methyl-3-[(pyridin-2-yl)amino]-butanoic acid C[C@@H](C(=O)O)[C@H](C)NC1=NC=CC=C1